tert-butyl 4-((4-(3-methylbutanoyl)-1,2,3,4-tetrahydroquinoxaline-1-Carboxamido)methyl)piperidine-1-carboxylate CC(CC(=O)N1CCN(C2=CC=CC=C12)C(=O)NCC1CCN(CC1)C(=O)OC(C)(C)C)C